ClC=1N=CC2=C(N1)N(C(=C2)C2CC2)C2=CC=CC(=N2)N2CC(C2)(O)C 1-(6-(2-chloro-6-cyclopropyl-7H-pyrrolo[2,3-D]pyrimidin-7-yl)pyridin-2-yl)-3-methylazetidin-3-ol